2-(HYDROXYMETHYL)PYRIMIDINE-4-CARBALDEHYDE OCC1=NC=CC(=N1)C=O